C(#N)C=1C=C(C=NC1)C(C(=O)NC(C(=O)O)CCN(CCCCC1=NC=2NCCCC2C=C1)CC(CF)OC)(C)C 2-[[2-(5-cyano-3-pyridyl)-2-methyl-propanoyl]amino]-4-[[3-fluoro-2-methoxy-propyl]-[4-(5,6,7,8-tetrahydro-1,8-naphthyridin-2-yl)butyl]amino]butanoic acid